(2R,6S)-N-{2-benzyl-2-azaspiro[3.3]heptan-6-yl}-2,6-dimethyl-4-(quinoxalin-2-yl)piperazine-1-carboxamide C(C1=CC=CC=C1)N1CC2(C1)CC(C2)NC(=O)N2[C@@H](CN(C[C@@H]2C)C2=NC1=CC=CC=C1N=C2)C